di-n-butyl 2-cyano-2,3-dicyclopentylsuccinate C(#N)C(C(=O)OCCCC)(C(C(=O)OCCCC)C1CCCC1)C1CCCC1